CN1CC(C1)(C)[C@@](C=1C=C(C=CC1)C#C[C@@](C)(O)C1=NC=NC(=C1)C)(C1=CC=C(C=C1)C(C)C)O (R)-4-{3-[(S)-(1,3-Dimethyl-azetidin-3-yl)-hydroxy-(4-isopropyl-phenyl)-methyl]-phenyl}-2-(6-methyl-pyrimidin-4-yl)-but-3-yn-2-ol